N,N-diethylpropynylammonium C(C)[NH+](CC)C#CC